C(C)OC1=C(C=CC=C1)C1=NN2C(C(N1)=O)=C(N=C2CCC)C 2-(2-ethoxyphenyl)-5-methyl-7-propyl-3H-imidazo[5,1-f][1,2,4]triazin-4-one